C(C)(C)(C)C=1C=C2C(=NNC2=CC1Cl)NC(C=1N(C(=C(N1)C)C(=O)N)C)([2H])[2H] 2-(((5-(tert-butyl)-6-chloro-1H-indazol-3-yl)amino)methyl-d2)-1,4-dimethyl-1H-imidazole-5-carboxamide